CC=1CC(N(N1)C1=CC=C(C=C1)C)=O 5-Methyl-2-(p-tolyl)-4H-pyrazol-3-one